C(C)N(C(C1=CC=CC(=C1)F)=O)C(C)C N-ethyl-5-fluoro-N-isopropyl-benzamide